O=C1N(CCC1)C1=CC=C(C[C@H]2C[C@@H](N(C2)C(=O)O)C(=O)O)C=C1 (2r,4s)-4-(4-(2-oxopyrrolidin-1-yl)benzyl)pyrrolidine-1,2-dicarboxylic acid